Fmoc-L-2-aminovaleric acid CCCC(C(=O)O)NC(=O)OCC1C2=CC=CC=C2C3=CC=CC=C13